C(C)(C)(C)OC(=O)N1C[C@@H](N(CC1)CC1=CC=CC=C1)CCOC1=C(C(=C(C=C1C(=O)OC)F)Br)Cl (3S)-4-benzyl-3-[2-(3-bromo-2-chloro-4-fluoro-6-methoxycarbonyl-phenoxy)ethyl]piperazine-1-carboxylic acid tert-butyl ester